FC1=C(C=O)C=CC(=C1F)Br 2,3-difluoro-4-bromobenzaldehyde